NC=1C=CC(=NC1)C(C)(C)O 2-(5-aminopyridin-2-yl)propan-2-ol